ethyl 5-amino-2-bromo-4-hydroxybenzoate NC=1C(=CC(=C(C(=O)OCC)C1)Br)O